1-[4-(4-{5-[2-(prop-2-yn-1-yloxy)phenyl]-4,5-dihydro-1,2-oxazol-3-yl}-1,3-thiazol-2-yl)piperidin-1-yl]ethanone C(C#C)OC1=C(C=CC=C1)C1CC(=NO1)C=1N=C(SC1)C1CCN(CC1)C(C)=O